ClC=1C(=NC=CC1C#N)O[C@H]1CN([C@@H](CC1)C)C(=O)C1=C(C=CC=C1)N1N=CC=N1 3-chloro-2-{[(3R,6R)-6-methyl-1-{[2-(2H-1,2,3-triazol-2-yl)phenyl]carbonyl}piperidin-3-yl]oxy}pyridine-4-carbonitrile